7-chloro-8-fluoro-2-((hexahydro-1H-pyrrolizin-7a-yl)methoxy)-4-(3-(methylsulfonyl)azepan-1-yl)pyrido[4,3-d]pyrimidine ClC1=C(C=2N=C(N=C(C2C=N1)N1CC(CCCC1)S(=O)(=O)C)OCC12CCCN2CCC1)F